C(N)(=O)/C=C/C1=CC=2C3=C(C=NC2C=C1)OC(N3C3=CC(=CC=C3)C(F)(F)F)=O (E)-8-(2-carbamoyl-vinyl)-1-[3-(trifluoromethyl)phenyl]oxazolo[5,4-c]quinolin-2(1H)-one